CC(CC)=NCCC(C)[SiH](OC)OC N-(1-methylpropylidene)-3-methyl-(dimethoxysilyl)-1-propylamine